2-(3-(aminomethyl)-5-fluoro-1-(1-(cis-4-isopropylcyclohexyl)piperidin-4-yl)-1H-indol-2-yl)ethan-1-ol NCC1=C(N(C2=CC=C(C=C12)F)C1CCN(CC1)[C@@H]1CC[C@@H](CC1)C(C)C)CCO